FC(C(C(F)(F)F)(O)C1=CC=C(C=C1)C1=CC=C(C=C1)COC(=O)C1N(CCNC1)CC1=CC=NC=C1)(F)F (4'-(1,1,1,3,3,3-hexafluoro-2-hydroxypropan-2-yl)-[1,1'-biphenyl-4-yl]methyl)-1-(pyridin-4-ylmethyl)piperazine-2-carboxylate